anthryl-anthraquinone C1(=CC=CC2=CC3=CC=CC=C3C=C12)C1=CC=CC=2C(C3=CC=CC=C3C(C12)=O)=O